C(C)(C)(C)OC(=O)N1CC2(C1)CN(C2)C2=CC=C(C=C2)C2=CC(=C1CN(C(C1=C2)=O)C(C(=O)[Li])C2=C1N(C=N2)C[C@@H](C1)F)F [2-[6-[4-(2-tert-butoxycarbonyl-2,6-diazaspiro[3.3]heptan-6-yl)phenyl]-4-fluoro-1-oxo-isoindolin-2-yl]-2-[(6R)-6-fluoro-6,7-dihydro-5H-pyrrolo[1,2-c]imidazol-1-yl]acetyl]lithium